ClC1=NC=C(C=C1C(O)C1=CC(=C(C=C1)F)C1=NC=NC2=CC(=CC=C12)N1CCOCC1)OC (2-Chloro-5-methoxy-pyridin-3-yl)-[4-fluoro-3-(7-morpholin-4-yl-quinazolin-4-yl)phenyl]-methanol